ClC=1C2=C(C(=NN1)C1=CC=C(C=C1)C(F)(F)F)C=NS2 7-chloro-4-(4-(trifluoromethyl)phenyl)isothiazolo[4,5-d]pyridazine